(R)-3-isopropyl-1,2,3,4-tetrahydroisoquinoline C(C)(C)[C@@H]1NCC2=CC=CC=C2C1